NC1=C(C=2C(=NN(C2C(F)(F)F)CC(C)C)N1C1=C(C(=CC=C1C)OC)C)C#N 5-amino-2-isobutyl-6-(3-methoxy-2,6-dimethylphenyl)-3-(trifluoromethyl)-2,6-dihydropyrrolo[2,3-c]pyrazole-4-carbonitrile